C1(CC1)[C@@H](N1C(C2=C(C=CC=C2C1)C1=CC=C(C=C1)C=1OC(=NN1)C)=O)C1(COC1)O (R)-2-(cyclopropyl(3-hydroxyoxetan-3-yl)methyl)-7-(4-(5-methyl-1,3,4-oxadiazol-2-yl)phenyl)isoindolin-1-one